C1=CC=CC=2C3=CC=CC=C3C(C12)COC(=O)N[C@H]1C[C@@H](CC1)CC(=O)O 2-((1R,3R)-3-((((9H-fluoren-9-yl)methoxy)carbonyl)amino)cyclopentyl)acetic acid